C(C)N1C(=NN(C1=O)C=1C=C2C(=CC(=NC2=CC1F)C1=C(C=CC=C1)OC)C(C)C)CO 4-ethyl-1-(7-fluoro-4-isopropyl-2-(2-methoxyphenyl)quinolin-6-yl)-3-(hydroxymethyl)-1H-1,2,4-triazol-5(4H)-one